5-chloro-N-(ethylsulfanylcarbonimidoyl)-2,3-difluoro-6-(methoxymethyl)benzamide ClC=1C=C(C(=C(C(=O)NC(=N)SCC)C1COC)F)F